N-[(S)-4-guanidino-1-[(1,3-thiazol-2-yl)carbonyl]butyl](S)-2-[(S)-2-acetylamino-4-methylvalerylamino]-4-methylvaleramide N(C(=N)N)CCC[C@@H](C(=O)C=1SC=CN1)NC([C@H](CC(C)C)NC([C@H](CC(C)C)NC(C)=O)=O)=O